NC1CC(N(CC1)C1=NN(C(=C1)C)C1CC2(CN(C2)C(=O)OC(C)(C)C)C1)(C)C Tert-butyl 6-(3-(4-amino-2,2-dimethylpiperidin-1-yl)-5-methyl-1H-pyrazol-1-yl)-2-azaspiro[3.3]heptane-2-carboxylate